FC1=CC=C(C=C1)NC(=O)C1(CC1)C(=O)NC1=CC=C(C=C1)OC1=NC=NC2=CC(=C(C=C12)C(NC[C@H]1NCCC1)=O)OC 1-N'-(4-fluorophenyl)-1-N-[4-[7-methoxy-6-[[(2S)-pyrrolidin-2-yl]methyl-carbamoyl]quinazolin-4-yl]oxyphenyl]cyclopropane-1,1-dicarboxamide